ClC1=CC=C2CCC\C(\C2=C1)=C/OC (E)-7-chloro-1-(methoxymethylene)-1,2,3,4-tetrahydronaphthalene